N1=NN=C(C=C1)C1=NC2=C3N=C(C=CC3=CC=C2C=C1)C1=NN=NC=C1 2,9-bis-triazinyl-1,10-phenanthroline